1-[4-(6-Hydroxy-pyridine-3-sulfonyl)-phenyl]-3-pyridin-4-ylmethyl-urea OC1=CC=C(C=N1)S(=O)(=O)C1=CC=C(C=C1)NC(=O)NCC1=CC=NC=C1